N-hydroxy-7-(2-methoxy-5-(6-methoxybenzo[d]thiazole-2-yl)phenoxy)heptanamide ONC(CCCCCCOC1=C(C=CC(=C1)C=1SC2=C(N1)C=CC(=C2)OC)OC)=O